(2S,3S)-3-((2-(2-chloro-5-trityl-5H-pyrrolo[2,3-b]pyrazin-7-yl)-6-(4-phenylpiperazin-1-yl)pyrimidin-4-yl)amino)bicyclo[2.2.2]octane-2-carboxylic acid ClC=1N=C2C(=NC1)N(C=C2C2=NC(=CC(=N2)N[C@@H]2[C@H](C1CCC2CC1)C(=O)O)N1CCN(CC1)C1=CC=CC=C1)C(C1=CC=CC=C1)(C1=CC=CC=C1)C1=CC=CC=C1